4-[(3-pentadecyloxy-2-hydroxy-propyl)amino]phenol C(CCCCCCCCCCCCCC)OCC(CNC1=CC=C(C=C1)O)O